(S)-6,6-dimethylpiperidine-3-Amine CC1(CC[C@@H](CN1)N)C